[Si](C)(C)(C(C)(C)C)O[C@H]1CN(CC1)C1=C(C=C2C(=N1)N=C(S2)N2CCOCC2)[N+](=O)[O-] (R)-4-(5-(3-((tert-butyldimethylsilyl)oxy)pyrrolidin-1-yl)-6-nitrothiazolo[4,5-b]pyridin-2-yl)morpholine